COC(=O)C1=C(C=NC=C1)N(C(C)=O)C 3-(N-Methylacetamido)pyridine-4-carboxylic acid methyl ester